C1(CC1)C=1C(=C(C=CC1)C1CC2(CNC2)CC1)F 6-(3-Cyclopropyl-2-fluorophenyl)-2-azaspiro[3.4]octan